ClC1=CC=[N+](C=2C3(CCCC12)COCC3)[O-] 4'-Chloro-4,5,6',7'-tetrahydro-2H,5'H-spiro[furan-3,8'-quinoline]-1'-oxide